[Na+].[Na+].P(=O)(O)([O-])[O-].[Na+].[Na+].P(=O)(O)([O-])[O-] disodium hydrogen phosphate-disodium salt